COC([C@@H](CCC)N1C(C2=CC(=C3C(=C2C1)OC([C@H](C3)O)(C)CC\C=C(\CCC=C(C)C)/C)O)=O)=O (2R,3S)-2-((E)-4,8-dimethylnona-3,7-dien-1-yl)-3,5-dihydroxy-2-methyl-7-oxo-3,4,7,9-tetrahydropyrano[2,3-E]isoindol-8(2H)-ylpentanoic acid methyl ester